C(C)(=O)OC1(CCCC1)C1=CC=CC=C1 phenylcyclopentyl acetate